4-(3-phenylpropyl)thio-N7-(β-D-ribofuranosyl)pyrrolo[2,3-d]pyrimidine C1(=CC=CC=C1)CCCSC=1C2=C(N=CN1)N(C=C2)[C@H]2[C@H](O)[C@H](O)[C@H](O2)CO